2-(6-(Benzylthio)-8-chloroimidazo[1,5-a]pyridin-3-yl)-5-(difluoromethyl)-1,3,4-thiadiazole C(C1=CC=CC=C1)SC=1C=C(C=2N(C1)C(=NC2)C=2SC(=NN2)C(F)F)Cl